2-((S)-2,6-dioxopiperidin-3-yl)-1-oxo-N-((R)-2,2,2-trifluoro-1-(4-fluorophenyl)ethyl)isoindoline-5-carboxamide O=C1NC(CC[C@@H]1N1C(C2=CC=C(C=C2C1)C(=O)N[C@@H](C(F)(F)F)C1=CC=C(C=C1)F)=O)=O